CC=1[N+](=C(N(C1C)C(C)C)C(=O)[O-])C(C)C 4,5-dimethyl-1,3-diisopropylimidazolium-2-carboxylate